BrC=1C(=CC(=NC1)CN1C(CN(CC2=C1C=CC=C2)S(=O)(=O)C(F)(F)F)CCC2=CC=CC=C2)NCC2=CC=C(C=C2)OC 5-bromo-N-(4-methoxybenzyl)-2-((2-phenethyl-4-((trifluoromethyl)sulfonyl)-2,3,4,5-tetrahydro-1H-benzo[e][1,4]diazepin-1-yl)methyl)pyridin-4-amine